(4-(6,8-Difluoro-2-((hexahydro-1H-pyrrolizin-7a-yl)methoxy)-4-((R)-3-hydroxy-3-methylpiperidin-1-yl)quinazolin-7-yl)-7-fluorobenzo[d]thiazol-2-yl)carbamic acid tert-butyl ester C(C)(C)(C)OC(NC=1SC2=C(N1)C(=CC=C2F)C2=C(C=C1C(=NC(=NC1=C2F)OCC21CCCN1CCC2)N2C[C@](CCC2)(C)O)F)=O